[2-(4,4-difluoroazepan-1-yl)-5-methyl-6-(trifluoromethyl)-3-pyridinyl]boronic acid FC1(CCN(CCC1)C1=NC(=C(C=C1B(O)O)C)C(F)(F)F)F